1-(5'-(4-Fluoro-3-methylphenyl)-9'-hydroxy-4',4'-dimethyl-4',5'-dihydro-3'H-spiro[cyclobutane-1,1'-pyrano[4,3-b]indol]-3-yl)-3,5-dimethyl-1H-pyrazole-4-carboxylic acid FC1=C(C=C(C=C1)N1C2=C(C=3C(=CC=CC13)O)C1(OCC2(C)C)CC(C1)N1N=C(C(=C1C)C(=O)O)C)C